2,7-diacetylnaphthalene C(C)(=O)C1=CC2=CC(=CC=C2C=C1)C(C)=O